4-(2-(2-phenylpyrimidin-4-yl)-7-(pyridin-4-yl)pyrido[3,2-d]pyrimidin-4-yl)morpholine C1(=CC=CC=C1)C1=NC=CC(=N1)C=1N=C(C2=C(N1)C=C(C=N2)C2=CC=NC=C2)N2CCOCC2